3-((methyl(1-(3,3,3-trifluoropropyl)azetidin-3-yl)carbamoyl)oxy)-2-(oleoyloxy)-propyl (9Z,12Z)-octadeca-9,12-dienoate C(CCCCCCC\C=C/C\C=C/CCCCC)(=O)OCC(COC(N(C1CN(C1)CCC(F)(F)F)C)=O)OC(CCCCCCC\C=C/CCCCCCCC)=O